lithium (t-butyldimethylsilyl) phosphate P(=O)(O[Si](C)(C)C(C)(C)C)([O-])[O-].[Li+].[Li+]